piperazinebutanamide N1(CCNCC1)CCCC(=O)N